2-(4-Bromo-phenyl)-5-methyl-1,3,4-oxadiazole BrC1=CC=C(C=C1)C=1OC(=NN1)C